2-(1-Benzofuran-5-sulfonyl)-5-(oxolane-2-carbonyl)-1H,2H,3H,4H,5H,6H-pyrrolo[3,4-c]pyrrole O1C=CC2=C1C=CC(=C2)S(=O)(=O)N2CC=1CN(CC1C2)C(=O)C2OCCC2